IC1=NC=C(C(=C1)OC=1C(=NC(=NC1)N)N)C(C)C 5-((2-iodo-5-isopropylpyridin-4-yl)oxy)pyrimidine-2,4-diamine